C(C)OC1=CC=C(C=N1)C1=NC=CC(=C1)C(=O)NCCC=1C(=NC=C(C1)OC)F 6'-ethoxy-N-(2-(2-fluoro-5-methoxypyridin-3-yl)ethyl)-[2,3'-bipyridine]-4-carboxamide